ethyl 3-(6-fluoro-1-(4-fluoro-3-methylphenyl)-2-isopropyl-5-methoxy-1H-indol-3-yl)propanoate FC1=C(C=C2C(=C(N(C2=C1)C1=CC(=C(C=C1)F)C)C(C)C)CCC(=O)OCC)OC